CN1N=C2C(=CC=CC2=C1)N 2-methyl-7-aminoindazole